C(C1=CC=CC=C1)OC=1C=C2C(=C(N(C2=CC1)CC1=CC=C(C=C1)CCO)C1=C(C=CC=C1)C)F 2-(4-((5-(benzyloxy)-3-fluoro-2-(o-tolyl)-1H-indol-1-yl)methyl)phenyl)ethan-1-ol